[N+](=O)([O-])C=1C=C(C(C(=O)O)=CC1O)O 4-Nitro-5-hydroxy-salicylic acid